COCC1CC(NC1)C(=O)N 4-(methoxymethyl)pyrrolidine-2-carboxamide